N[C@@H]1CN(CCC1)C1=C(C=NC(=C1)NC1=CC=C2C(=N1)N(N=C2)C(C)C)C=2C=NC(=CC2)CN2CCC(CC2)F (S)-N-(4-(3-aminopiperidin-1-yl)-6'-((4-fluoropiperidin-1-yl)methyl)-[3,3'-bipyridin]-6-yl)-1-isopropyl-1H-pyrazolo[3,4-b]pyridin-6-amine